[N+](=O)([O-])C1=C(C=CC=C1)C1SSC=C1 (2-nitrophenyl)dithiol